2-(2-methoxyphenyl)-5-nitropyridine COC1=C(C=CC=C1)C1=NC=C(C=C1)[N+](=O)[O-]